FC=1C=CC(=C(CN2C(C=3C=CC=NC3CC2)=O)C1)C=1C=NN(C1)C 6-(5-fluoro-2-(1-methyl-1H-pyrazol-4-yl)benzyl)-7,8-dihydro-1,6-naphthyridin-5(6H)-one